FC=1C=NN2C1C(NC1=C(C(=CC=C21)CO)F)=O 3,6-difluoro-7-(hydroxymethyl)pyrazolo[1,5-a]quinoxalin-4(5H)-one